FC1=CC2=C(CN(CC=C2C)C2=CC(=C(C(=C2)C)NC(CC(C)(C)C)=O)C)C=C1 N-(4-(7-fluoro-5-methyl-1,3-dihydro-2H-benzo[c]azepin-2-yl)-2,6-dimethylphenyl)-3,3-dimethylbutanamide